(S)-5-bromo-3-methoxy-2-nitro-N-(oxetan-2-ylmethyl)aniline BrC=1C=C(C(=C(NC[C@H]2OCC2)C1)[N+](=O)[O-])OC